O=C1NC=2C=C(C=CC2C2=C1NC=C2C(=O)OCC)C(=O)OCC diethyl 4-oxo-4,5-dihydro-3H-pyrrolo[2,3-c]quinoline-1,7-dicarboxylate